2-chloro-7-isopropyl-3H,4H-imidazo[4,3-f][1,2,4]triazine ClC1=NN2C(CN1)=CN=C2C(C)C